lead barium boron nitrogen oxide [N]=O.[B].[Ba].[Pb]